C1(CC1)C([C@@H](C(=O)NC1=NC(=C(C=C1)C=1C(=NNC1C)C)F)NC(=O)C=1N(N=CC1)CC1CN(C1)C)C1CC1 N-[(1S)-1-(dicyclopropylmethyl)-2-[[5-(3,5-dimethyl-1H-pyrazol-4-yl)-6-fluoro-2-pyridyl]amino]-2-oxo-ethyl]-2-[(1-methylazetidin-3-yl)methyl]pyrazole-3-carboxamide